NCCS(=O)(=O)OCCCCCCCCCCCCCCCCCC.[Na] sodium stearyl taurate